N-[(1R,3S)-3-{[6-chloro-2-(trifluoromethyl)quinolin-4-yl]amino}cyclohexyl]-1H-pyrazolo[4,3-b]pyridine-7-carboxamide ClC=1C=C2C(=CC(=NC2=CC1)C(F)(F)F)N[C@@H]1C[C@@H](CCC1)NC(=O)C1=C2C(=NC=C1)C=NN2